(±)-(7a'S)-2-(5-hexenyl)tetrahydrospiro[cyclopentane-1,3'-pyrrolo[1,2-c]imidazol]-1'(2'H)-one C(CCCC=C)C1CCCC12NC([C@H]1N2CCC1)=O